FC=1C=C2CCOC(C2=CC1)[C@]1(CN(CC1)C(C)(C)C=1C=CC(=NC1)C)CCC=1SC(=CC1)F |o1:11| 5-(2-((3R or S)-3-(6-fluoroisochroman-1-yl)-3-(2-(5-fluorothiophen-2-yl)ethyl)pyrrolidin-1-yl)propan-2-yl)-2-methylpyridine